O=C1[C@@H](OCCCN1)CCC(=O)N 3-[(2S)-3-oxo-1,4-oxazepan-2-yl]propanamide